2-[1-(2-methylphenyl)-1H-pyrazol-4-yl]-N-(piperidin-4-yl)-N-(propan-2-yl)-1,3-thiazole-4-carboxamide CC1=C(C=CC=C1)N1N=CC(=C1)C=1SC=C(N1)C(=O)N(C(C)C)C1CCNCC1